6-[3-(aminomethyl)phenyl]-N-methylpyridine-3-carboxamide NCC=1C=C(C=CC1)C1=CC=C(C=N1)C(=O)NC